FC(CN1N=CC=2C1=NC(=C(N2)C)N2CC1(CN(C1)C=1C=NC(=NC1)C(F)(F)F)CC2)F 1-(2,2-difluoroethyl)-5-methyl-6-(2-(2-(trifluoromethyl)pyrimidin-5-yl)-2,6-diazaspiro[3.4]octan-6-yl)-1H-pyrazolo[3,4-b]pyrazine